tert-butyl 4-[7-(benzhydrylideneamino)-2-methyl-indazol-4-yl]piperazine-1-carboxylate C(C1=CC=CC=C1)(C1=CC=CC=C1)=NC1=CC=C(C2=CN(N=C12)C)N1CCN(CC1)C(=O)OC(C)(C)C